1-((2R,4aS,4bR,6aS,7S,7aS,8aR,8bR,8cR,10aR)-2-hydroxy-2,6a-dimethyloctadecahydrocyclopenta[4,5]cyclopenta[1,2-a]phenanthren-7-yl)-2-(2H-pyrazolo[3,4-c]pyridin-2-yl)ethan-1-one O[C@@]1(CC[C@@H]2[C@H]3CC[C@]4(C(C3CCC2C1)[C@H]1[C@@H]([C@@H]4C(CN4N=C2C=NC=CC2=C4)=O)CCC1)C)C